F[C@H]1CC(N(C1)C=1N=C(N2C1[C@H](N(CC2)C(C2=CC=C(C=C2)F)=O)C)C2=NC(=NS2)C)=O (S)-4-fluoro-1-[(R)-7-(4-fluorobenzoyl)-8-methyl-3-(3-methyl-1,2,4-thiadiazol-5-yl)-5,6,7,8-tetrahydroimidazo[1,5-a]pyrazin-1-yl]pyrrolidin-2-one